isoxazolidine-3,5-dione O1NC(CC1=O)=O